COC(=O)C=1N=CC2=C(C(=CC=C2C1O)Br)Cl.BrC=1N=C(N2C1[C@H](NCC2)C)C2=NC(=NS2)C (R)-5-(1-bromo-8-methyl-5,6,7,8-tetrahydroImidazo[1,5-a]pyrazin-3-yl)-3-methyl-1,2,4-thiadiazole methyl-7-bromo-8-chloro-4-hydroxyisoquinoline-3-carboxylate